5-benzyl-N-(4-(5-(cyanomethoxy)-2-methylphenyl)pyridin-2-yl)-4H-1,2,4-triazole-3-carboxamide C(C1=CC=CC=C1)C=1NC(=NN1)C(=O)NC1=NC=CC(=C1)C1=C(C=CC(=C1)OCC#N)C